1-(tert-butyl) 2-ethyl (S)-2,3-dihydro-1H-pyrrole-1,2-dicarboxylate N1([C@@H](CC=C1)C(=O)OCC)C(=O)OC(C)(C)C